CC1=C(C=C(C=C1)[C@@H]1CC(=NO1)N1N=NC=C1)OC1=CC(=CC=C1)C(F)(F)F (5S)-5-[4-methyl-3-[3-(trifluoromethyl)phenoxy]phenyl]-3-(triazol-1-yl)-4,5-dihydroisoxazole